C(C)(C)(C)OC(=O)N1CCC(CC1)C=1C=C2C(=CC=NC2=CC1)N(C)C=1SC(=C(N1)C1=CC=C(C=C1)F)C#N 4-(4-((5-cyano-4-(4-fluorophenyl)thiazol-2-yl)(methyl)amino)quinolin-6-yl)piperidine-1-carboxylic acid tert-butyl ester